2-(3-(2-chlorobenzoylamino)benzyloxy)benzamide ClC1=C(C(=O)NC=2C=C(COC3=C(C(=O)N)C=CC=C3)C=CC2)C=CC=C1